FC1=CC=C(C=C1)C1=NN2C(COC(C2)(C)C)=C1C1=C2C(=NC(=N1)C)N(N=C2)COCC[Si](C)(C)C 2-(4-Fluorophenyl)-6,6-dimethyl-3-(6-methyl-1-((2-(trimethylsilyl)ethoxy)methyl)-1H-pyrazolo[3,4-d]pyrimidin-4-yl)-6,7-dihydro-4H-pyrazolo[5,1-c][1,4]oxazine